(E)-3-(4-Hydroxyphenyl)-2,3-diphenylacrylonitrile OC1=CC=C(C=C1)/C(=C(/C#N)\C1=CC=CC=C1)/C1=CC=CC=C1